methyl-2-(4-((5-chloro-3-fluoropyridin-2-yl)oxy)phenyl)-2H-tetrazole-5-carboxylic acid COC(=O)C=1N=NN(N1)C1=CC=C(C=C1)OC1=NC=C(C=C1F)Cl